(2S,4R)-1-(2-(3-acetyl-5-(pyridazin-4-yl)-1H-indol-1-yl)acetyl)-N-(2'-chloro-2-fluoro-[1,1'-biphenyl]-3-yl)-4-fluoropyrrolidine-2-carboxamide C(C)(=O)C1=CN(C2=CC=C(C=C12)C1=CN=NC=C1)CC(=O)N1[C@@H](C[C@H](C1)F)C(=O)NC=1C(=C(C=CC1)C1=C(C=CC=C1)Cl)F